BrC1=C(C=C2C(=N1)C(=NN2COCC[Si](C)(C)C)I)Cl 5-Bromo-6-chloro-3-iodo-1-((2-(trimethylsilyl)ethoxy)methyl)-1H-pyrazolo[4,3-b]pyridine